(3-chloro-2,4-dimethyl-5,7-dihydropyrrolo[3,4-b]pyridin-6-yl)-[(3R)-1-[2-(trifluoromethyl)-4-pyridyl]pyrrolidin-3-yl]methanone ClC=1C(=C2C(=NC1C)CN(C2)C(=O)[C@H]2CN(CC2)C2=CC(=NC=C2)C(F)(F)F)C